(4-(1-(trifluoromethyl)cyclopropyl)phenyl)carbamic acid tert-butyl ester C(C)(C)(C)OC(NC1=CC=C(C=C1)C1(CC1)C(F)(F)F)=O